3-(6-bromo-1,3-benzothiazol-2-yl)bicyclo[1.1.1]pentan-1-amine BrC1=CC2=C(N=C(S2)C23CC(C2)(C3)N)C=C1